Pentaerythritol diacrylat C(C=C)(=O)OCC(COC(C=C)=O)(CO)CO